1-PHENYL-4-PIPERIDINECARBOXYLIC ACID C1(=CC=CC=C1)N1CCC(CC1)C(=O)O